N[C@@H](C(NCCOCCOCCOCCOCCN(CC(=O)OCC)C(=O)OC(C)(C)C)=O)C1CCCCC1 ethyl (R)-20-amino-3-(tert-butoxycarbonyl)-20-cyclohexyl-19-oxo-6,9,12,15-tetraoxa-3,18-diazaicosanoate